N-vinyl-N,N'-dimethylurea C(=C)N(C(=O)NC)C